4-(methanesulfonyl)butanesulfonic acid 2-propynyl ester C(C#C)OS(=O)(=O)CCCCS(=O)(=O)C